N[C@@H]1CC=CC[C@H]1C1=C(C2=NC(=CC(=C2S1)NCC1=CSC=C1)Cl)Br 2-((1R,6R)-6-aminocyclohex-3-en-1-yl)-3-bromo-5-chloro-N-(thiophen-3-ylmethyl)thieno[3,2-b]pyridin-7-amine